BrC=1C(=CC2=CC(=CC=C2C1)C#N)C(F)(F)P([O-])([O-])=O [(3-BROMO-7-CYANO-2-NAPHTHYL)(DIFLUORO)METHYL]PHOSPHONATE